O[C@@H]1[C@H](O[C@H]([C@@H]1O)N1C2=NC(=NC(=C2N=C1)NCC1=NC=CC=C1C)C=1C=NC=C(C1)OC)C(=O)NC (2S,3S,4R,5R)-3,4-dihydroxyl-5-(2-(5-methoxypyridin-3-yl)-6-(((methylpyridin-2-yl)methyl)amino)-9H-purin-9-yl)-N-methyltetrahydrofuran-2-formamide